4-(4-(4,4-difluoropiperidin-1-yl)-1,3,5-triazin-2-yl)-1H-pyrazole FC1(CCN(CC1)C1=NC(=NC=N1)C=1C=NNC1)F